CC1=CN=C2N1C=C(C=C2N)C(F)(F)F 3-methyl-6-(trifluoromethyl)imidazo[1,2-a]pyridin-8-amine